OC1=C(C=CC=C1)C=CC=CC(=O)N1CCCCC1 5-(2-hydroxyphenyl)-1-(piperidin-1-yl)pentan-2,4-dien-1-one